(R,Z)-N-(1-fluoro-2-hydroxy-6,7,8,9-tetrahydro-5H-benzo[7]annulen-5-ylidene)-2-methylpropane-2-sulfinamide FC1=C(C=CC\2=C1CCCC/C2=N/[S@](=O)C(C)(C)C)O